ethylene bis[3,3-bis(3-tert-butyl-4-hydroxyphenyl)butyrate] C(C)(C)(C)C=1C=C(C=CC1O)C(CC(=O)OCCOC(CC(C)(C1=CC(=C(C=C1)O)C(C)(C)C)C1=CC(=C(C=C1)O)C(C)(C)C)=O)(C)C1=CC(=C(C=C1)O)C(C)(C)C